C(C)OC(=O)C1=CC2=CC3=CC=CC=C3SC2=CC1=O 2-ethoxycarbonyl-3-thioxanthone